O=C1NC(CCC1NC1=CC(=C(C=C1)N1CCN(CC1)CCOC=1C=NC(=NC1)C=1C=C(CN2N=C(C=CC2=O)C=2C=C(C#N)C=CC2)C=CC1)F)=O 3-(1-(3-(5-(2-(4-(4-((2,6-dioxopiperidin-3-yl)amino)-2-fluorophenyl)piperazin-1-yl)Ethoxy)pyrimidin-2-yl)benzyl)-6-oxo-1,6-dihydropyridazin-3-yl)benzonitrile